[O].[Si].[Pr] praseodymium silicon oxygen